NC1(CCCCC1)N (-)-diaminocyclohexane